ClC1=CNC2=C(C=CC(=C12)Cl)NS(=O)(=O)C1=CC=C(C=C1)S(=O)(=O)NCCS(=O)(=O)CC N1-(3,4-dichloro-1H-indol-7-yl)-N4-(2-(ethylsulfonyl)ethyl)benzene-1,4-disulfonamide